L-2,6-Diaminopimelic Acid N[C@H](C(=O)O)CCCC(C(=O)O)N